4-[(4-bromothiophen-3-yloxy)methyl]pyridine BrC=1C(=CSC1)OCC1=CC=NC=C1